5-fluoro-N-(5-((4-methylpiperazin-1-yl)methyl)benzo[d]oxazol-2-yl)benzo[d]oxazol-2-amine FC=1C=CC2=C(N=C(O2)NC=2OC3=C(N2)C=C(C=C3)CN3CCN(CC3)C)C1